BrCC(=O)NC1=C(C(=CC=C1)C)C 2-bromo-N-(2,3-dimethylphenyl)acetamide